NC1=C(C(=NC=N1)N1CCN(CC1)CCCN1C=CC2=CC(=CC=C12)C#N)[N+](=O)[O-] 3-(4-(6-amino-5-nitropyrimidin-4-yl)piperazin-1-yl)propyl-5-cyano-1H-indole